O[C@@](COC1CCC(CC1)NC(=O)C=1C2=C(N=C(N1)N1C=NC=C1)C=CN2)(C(C)C)C N-((1R,4R)-4-((R)-2-hydroxy-2,3-dimethylbutoxy)cyclohexyl)-2-(1H-imidazol-1-yl)-5H-pyrrolo[3,2-d]pyrimidine-4-carboxamide